(2-(1-cyclopentylethoxy)phenyl)methylamine C1(CCCC1)C(C)OC1=C(C=CC=C1)CN